P(=O)(O)(O)O.C(C(=O)O)(=O)O oxalic acid phosphate salt